6-((benzyloxy)methoxy)-2-bromo-3-(4-methylthiazol-5-yl)-inden-1-one C(C1=CC=CC=C1)OCOC1=CC=C2C(=C(C(C2=C1)=O)Br)C1=C(N=CS1)C